5-(4-chlorophenoxy)-1H-1,2,3-triazole-4-carboxylic acid ClC1=CC=C(OC2=C(N=NN2)C(=O)O)C=C1